5-(3-trifluoromethyl-phenyl)-isoxazole-3-carboxylic acid FC(C=1C=C(C=CC1)C1=CC(=NO1)C(=O)O)(F)F